CN1N=CC(=C1C1=CC=2N(C=C1)N=C(C2)NC2=NC=CN=C2)O[C@@H]2CN(CC2)C 5-[2-methyl-4-[(3S)-1-methylpyrrolidin-3-yl]oxy-pyrazol-3-yl]-N-pyrazin-2-yl-pyrazolo[1,5-a]pyridin-2-amine